(1S,3S)-3-((6-(5-(((4-ethylpyrimidin-2-yl)amino)methyl)-1-methyl-1H-1,2,3-triazol-4-yl)-2-methylpyridin-3-yl)oxy)cyclohexanecarboxylic acid C(C)C1=NC(=NC=C1)NCC1=C(N=NN1C)C1=CC=C(C(=N1)C)O[C@@H]1C[C@H](CCC1)C(=O)O